C(C)(C)(C)OC(=O)N1C(CC(=CC1)OS(=O)(=O)C(F)(F)F)C 2-methyl-4-(trifluoromethylsulfonyloxy)-3,6-dihydro-2H-pyridine-1-carboxylic acid tert-butyl ester